6-cyclopropyl-4-piperazin-1-yl-pyridine-3-carbonitrile C1(CC1)C1=CC(=C(C=N1)C#N)N1CCNCC1